4-chloro-3-(3-chloro-5,7-difluoro-4-oxo-1,4-dihydroquinolin-2-yl)benzonitrile ClC1=C(C=C(C#N)C=C1)C=1NC2=CC(=CC(=C2C(C1Cl)=O)F)F